The molecule is an amino acid zwitterion obtained from N(omega),N'(omega)-dimethyl-L-arginine by transfer of a proton from the carboxylic acid group to the alpha-amino group. It is a tautomer of a N(omega),N'(omega)-dimethyl-L-arginine. CNC(=NC)NCCC[C@@H](C(=O)[O-])[NH3+]